NC(C)(C(C)(O)C)C 2-amino-2,3-dimethyl-3-butanol